ClC1=C(C(=NN1CC)C=1C=NN(C1)C(C)C)C(=O)N1CCC2(CC1)CCN(CC2)CCC(C)(C)C (5-Chloro-1-ethyl-1'-isopropyl-1H,1'H-[3,4'-bipyrazol]-4-yl)(9-(3,3-dimethylbutyl)-3,9-diazaspiro[5.5]undecan-3-yl)methanone